CC1=C(C(=CC(=C1)C(F)(F)F)C)C=1N=C(SC1I)N 4-(2,6-dimethyl-4-(trifluoromethyl)phenyl)-5-iodothiazol-2-amine